Cl.C1(CCCCC1)C[C@@H](C(=O)OCC1=CC(=NC(=C1)Cl)Cl)NC (2,6-Dichloropyridin-4-yl)methyl (S)-3-cyclohexyl-2-(methylamino)propanoate hydrochloride